3-(4-hydroxyphenyl)-3,4-dihydro-2H-chromen-7-ol OC1=CC=C(C=C1)C1COC2=CC(=CC=C2C1)O